O1CCN(CC1)C1=NC=CC2=C1N=C(N2COCC[Si](C)(C)C)C2=CC=C(N)C=C2 4-(4-morpholino-1-((2-(trimethylsilyl)ethoxy)methyl)-1H-imidazo[4,5-c]pyridin-2-yl)aniline